tert-butyl 3-[(2R)-1,1,1-trifluoropropan-2-yl]carbamoyl-4H,5H,6H,7H-pyrazolo[1,5-a]pyrazine-5-carboxylate FC([C@@H](C)NC(=O)C=1C=NN2C1CN(CC2)C(=O)OC(C)(C)C)(F)F